Cl.ClC=1C=C(C=CC1Cl)C1=CC=C(C=C1)CCNC([C@H](CC)NC)=O (S)-N-(2-(3',4'-dichloro-[1,1'-biphenyl]-4-yl)ethyl)-2-(methylamino)butanamide hydrochloride